5-[(4R,11aS)-9-[(1S,4S)-5-(2-Amino-2-methylpropanoyl)-2,5-diazabicyclo[2.2.1]heptan-2-yl]-4-methyl-1,3,4,6,11,11a-hexahydropyrazino[1,2-b]isochinolin-2-yl]chinolin-8-carbonitril NC(C(=O)N1[C@@H]2CN([C@H](C1)C2)C2=CC=1C[C@@H]3N(CC1C=C2)[C@@H](CN(C3)C3=C2C=CC=NC2=C(C=C3)C#N)C)(C)C